NC=1C(=NC=C(C1)C)C(=O)N 3-amino-5-methylpicolinamide